(2-chloroacetyl)-4-(4-(((S)-1-((2,3-dichlorophenyl)amino)-4-hydroxybut-2-yl)amino)-6-(methylamino)-1,3,5-triazin-2-yl)-N-((2-oxopyrrolidin-3-yl)methyl)piperazine-2-carboxamide ClCC(=O)N1C(CN(CC1)C1=NC(=NC(=N1)N[C@H](CNC1=C(C(=CC=C1)Cl)Cl)CCO)NC)C(=O)NCC1C(NCC1)=O